tert-butyl 4-[2-fluoro-4-[3-[(4-methoxyphenyl)methyl]-2,4-dioxo-hexahydropyrimidin-1-yl]phenyl]-3,6-dihydro-2H-pyridine-1-carboxylate FC1=C(C=CC(=C1)N1C(N(C(CC1)=O)CC1=CC=C(C=C1)OC)=O)C=1CCN(CC1)C(=O)OC(C)(C)C